tert-butyl 4-(4-((4-([1,2,4]triazolo[1,5-a]pyridin-7-yloxy)-3-methylphenyl)amino)-7-bromopyrido[3,2-d]pyrimidin-6-yl)-2-(hydroxymethyl)-1,4-diazepane-1-carboxylate N=1C=NN2C1C=C(C=C2)OC2=C(C=C(C=C2)NC=2C1=C(N=CN2)C=C(C(=N1)N1CC(N(CCC1)C(=O)OC(C)(C)C)CO)Br)C